BrCCCCCCN1C(=CC(=C1)NC(=O)OC(C)(C)C)C(=O)OCC ethyl 1-(6-bromohexyl)-4-[(tert-butoxycarbonyl)amino]pyrrole-2-carboxylate